ClC=1C=C(C=CC1OC(C(OC(F)(F)F)F)(F)F)NC(=O)NC(C1=C(C=CC=C1F)F)=O 1-[3-chloro-4-(1,1,2-trifluoro-2-trifluoromethoxyethoxy)phenyl]-3-(2,6-difluorobenzoyl)urea